C(C)C=1/C(/C2=CC=C(C=C2C1CC(=O)O)F)=C/C1=CC=C(C=C1)COC1=CC=CC=C1 (Z)-2-(2-ethyl-5-fluoro-1-(4-(phenoxymethyl)benzylidene)-1H-inden-3-yl)acetic acid